FC=1C=C(C=NC1)C=1C=C(C=CC1C(F)(F)F)NC(=O)N1[C@@H]2C[C@H](C[C@]1(C2)C=2OC(=NN2)C)C (1S,3R,5R)-N-(3-(5-fluoropyridin-3-yl)-4-(trifluoromethyl)phenyl)-3-methyl-1-(5-methyl-1,3,4-oxadiazol-2-yl)-6-azabicyclo[3.1.1]heptane-6-carboxamide